ClC1=C(C=C(C(=O)O)C=C1)C(F)(F)F 4-chloro-3-(trifluoromethyl)benzoic acid